6-(pyridin-2-ylmethyl)-3-(5-(4,4,5,5-tetramethyl-1,3,2-dioxaborolan-2-yl)pyridin-2-yl)-3,6-diazabicyclo[3.1.1]heptane N1=C(C=CC=C1)CN1C2CN(CC1C2)C2=NC=C(C=C2)B2OC(C(O2)(C)C)(C)C